O[C@@H](CCOC(C[C@@H](C)O)=O)C (3R)-3-Hydroxybutanoic acid (3R)-3-hydroxybutyl ester